1-(2,2-difluoroethyl)-4-(4,4,5,5-tetramethyl-1,3,2-dioxaborolan-2-yl)-1H-pyrazole FC(CN1N=CC(=C1)B1OC(C(O1)(C)C)(C)C)F